[O-]S(=O)(=O)C(F)(F)F.NCCCN1[N+](=CC(=C1)C1=CC=C(C=C1)OCC(P(=O)(O)O)ON1C(C2=CC=CC=C2C1=O)=O)C 1-(3-aminopropyl)-4-(4-(2-((1,3-dioxoisoindolin-2-yl)oxy)-2-phosphonoethoxy)phenyl)-2-methyl-1H-pyrazol-2-ium triflate